C(CCCCCCCCCCC)SC1(CC=C(CC1)C)C(C)C dodecyl-(1-isopropyl-4-methylcyclohex-3-en-1-yl)sulfane